4,5-dichloro-N-(2-furanylmethyl)-6-oxo-1(6H)-pyridazineacetamide ClC=1C=NN(C(C1Cl)=O)CC(=O)NCC=1OC=CC1